N-(4-bromo-2-((2-(trimethylsilyl)ethoxy)methyl)-2H-indazol-6-yl)-2-(2-chlorophenyl)acetamide BrC=1C2=CN(N=C2C=C(C1)NC(CC1=C(C=CC=C1)Cl)=O)COCC[Si](C)(C)C